2-(2-aminoethylthio)ethyl alcohol NCCSCCO